FC(C(=O)O)(F)F.N[C@H]1C2(CN3N=CC=C31)CCN(CC2)C=2N=CC(=NC2)SC2=C(C=3N(C=C2)C=C(N3)C(=O)N)Cl (S)-7-((5-(4'-amino-4'H,6'H-spiro[piperidine-4,5'-pyrrolo[1,2-b]pyrazol]-1-yl)pyrazin-2-yl)thio)-8-chloroimidazo[1,2-a]pyridine-2-carboxamide (trifluoroacetate)